C(C)(=O)C1=NC=C(C(=C1)C1=CC(=NN1)C(=O)N1C2(CC2)CC(CC1)C(=O)NCC1=NC=C(C=C1Cl)F)F 4-(5-(2-acetyl-5-fluoropyridin-4-yl)-1H-pyrazole-3-carbonyl)-N-((3-chloro-5-fluoropyridin-2-yl)methyl)-4-azaspiro[2.5]octane-7-carboxamide